2-[5-chloro-2-oxo-1'-(1H-pyrazolo[3,4-b]pyridine-5-carbonyl)spiro[indole-3,4'-piperidin]-1-yl]-N-(2,2,2-trifluoroethyl)acetamide Di-Ketosuccinat O=C(C(C(=O)O)=O)C(=O)O.ClC=1C=C2C(=CC1)N(C(C21CCN(CC1)C(=O)C=1C=C2C(=NC1)NN=C2)=O)CC(=O)NCC(F)(F)F